COC(C1=CC(=C(C=C1)OCC1=CC=CC=C1)C=O)=O.C12ON(C(C=C1)CC2)C(=O)C2=CC=C(C=C2)C(F)(F)F (2-oxa-3-azabicyclo[2.2.2]oct-5-en-3-yl)(4-(trifluoromethyl)phenyl)methanone methyl-4-(benzyloxy)-3-formylbenzoate